C1(CC1)C=1N=CN(C1)C=1C(=CC(=C(C1)NC(=O)NC1=NC(=CC=C1)C1=NN=CN1C(C)C)F)C 1-(5-(4-Cyclopropyl-1H-imidazol-1-yl)-2-fluoro-4-methylphenyl)-3-(6-(4-isopropyl-4H-1,2,4-triazol-3-yl)pyridin-2-yl)urea